ClC=1C=C(C(=O)N2CC=3C(=NN4C3C(N(C[C@H]4CO)C(C)C4=CC=C(C=C4)C4=NN=NN4C)=O)C[C@H]2C)C=CC1Cl (3R,7S)-2-(3,4-Dichlorobenzoyl)-7-(hydroxymethyl)-3-methyl-9-(1-(4-(1-methyl-1H-tetrazol-5-yl)phenyl)ethyl)-1,2,3,4,8,9-hexahydropyrido[4',3':3,4]pyrazolo[1,5-a]pyrazin-10(7H)-one